5-(4-amino-1-((2-((2-aminoethyl)sulfonyl)-1,2,3,4-tetrahydroisoquinolin-6-yl)methyl)-1H-pyrazolo[3,4-d]pyrimidin-3-yl)benzo[d]oxazol-2-amine NC1=C2C(=NC=N1)N(N=C2C=2C=CC1=C(N=C(O1)N)C2)CC=2C=C1CCN(CC1=CC2)S(=O)(=O)CCN